methyl 5-(3-((tert-butyldimethylsilyl)oxy)azetidin-1-yl)-2-fluorobenzoate [Si](C)(C)(C(C)(C)C)OC1CN(C1)C=1C=CC(=C(C(=O)OC)C1)F